1,1-difluoro-2-hydroxy-2,3-dihydro-1H-indene-5-carboxylate FC1(C(CC2=CC(=CC=C12)C(=O)[O-])O)F